N-(1-ethylcyclopropyl)-4-[5-(trifluoromethyl)-1,2,4-oxadiazol-3-yl]benzamide C(C)C1(CC1)NC(C1=CC=C(C=C1)C1=NOC(=N1)C(F)(F)F)=O